(5'S,7a'R)-5'-(3,5-difluorophenyl)-1-([1,2,3]triazolo[1,5-a]pyridine-5-carbonyl)tetrahydro-3'H-spiro[piperidine-4,2'-pyrrolo[2,1-b][1,3]-oxazol]-3'-one FC=1C=C(C=C(C1)F)[C@@H]1CC[C@H]2OC3(C(N21)=O)CCN(CC3)C(=O)C3=CC=2N(C=C3)N=NC2